F[C@H]1CN(CC[C@H]1NC=1C=2C=C(N(C2C=CC1)CC(F)(F)F)C#CCNC1=C(C=C(C=C1)S(=O)(=O)C)OC)CCOC N-[(3S,4R)-3-fluoro-1-(2-methoxyethyl)piperidin-4-yl]-2-{3-[(4-methanesulfonyl-2-methoxyphenyl)amino]prop-1-yn-1-yl}-1-(2,2,2-trifluoroethyl)-1H-indol-4-amine